ClC=1C2=C(N=CN1)N(C=C2C2=CC(=CC=C2)Cl)COCC[Si](C)(C)C 4-chloro-5-(3-chlorophenyl)-7-((2-(trimethylsilyl)ethoxy)methyl)-7H-pyrrolo[2,3-d]pyrimidine